(1S,3S)-3-((6-(5-(((((3-Fluorobenzyl)oxy)carbonyl)amino)methyl)-1-methyl-1H-pyrazol-4-yl)-2-methyl-pyridin-3-yl)oxy)cyclohexan FC=1C=C(COC(=O)NCC2=C(C=NN2C)C2=CC=C(C(=N2)C)OC2CCCCC2)C=CC1